1-Boc-4-cyano-4-(3-fluorophenyl)piperidine C(=O)(OC(C)(C)C)N1CCC(CC1)(C1=CC(=CC=C1)F)C#N